BrC1=CC=CC=2OC(OC21)(CC)C2=C(C=C(C=C2)Cl)F 4-bromo-2-(4-chloro-2-fluorophenyl)-2-ethylbenzo[d][1,3]dioxole